(1S,2S,4R)-N-(3-(trifluoromethoxy)benzyl)bicyclo[2.2.1]heptane-2-carboxamide FC(OC=1C=C(CNC(=O)[C@@H]2[C@H]3CC[C@@H](C2)C3)C=CC1)(F)F